(3R)-4-[2-(6-{1-[(3R)-1-(1,3-dioxolan-2-yl)-4-methylpentan-3-yl]azetidin-3-yl}-1-fluoro-3-methylimidazo[1,5-a]pyridin-8-yl)-5-fluorobenzoyl]-3-methylmorpholine O1C(OCC1)CC[C@H](C(C)C)N1CC(C1)C=1C=C(C=2N(C1)C(=NC2F)C)C2=C(C(=O)N1[C@@H](COCC1)C)C=C(C=C2)F